CNCCNC(OC)=O Methyl (2-(methylamino)ethyl)carbamate